3-((9Z,12Z)-octadeca-9,12-dien-1-yl)henicosa-2,12,15-trienoate C(CCCCCCC\C=C/C\C=C/CCCCC)C(=CC(=O)[O-])CCCCCCCCC=CCC=CCCCCC